3,4-dichloro-5-fluorobenzaldehyde ClC=1C=C(C=O)C=C(C1Cl)F